ClC1=CC=C(CC=2C=C(C=CC2C)[C@@H](C2C(C3[C@H](OC(O3)(C)C)O2)O)O)C=C1 (S)-5-((s)-(3-(4-chlorobenzyl)-4-methylphenyl)(hydroxy)methyl)-2,2-dimethyltetrahydrofuro[2,3-d][1,3]dioxol-6-ol